(E)-2-(2-bromo-4-(trifluoromethyl)benzylidene)-5,6-dihydroxy-2,3-dihydro-1H-inden-1-one BrC1=C(\C=C/2\C(C3=CC(=C(C=C3C2)O)O)=O)C=CC(=C1)C(F)(F)F